2-[4-[6-[5-isopropoxy-2-(2-trimethylsilylethoxymethyl)indazol-3-yl]pyrimidin-4-yl]morpholin-2-yl]ethanol C(C)(C)OC1=CC2=C(N(N=C2C=C1)COCC[Si](C)(C)C)C1=CC(=NC=N1)N1CC(OCC1)CCO